ClC1=C(C=C(OCC(=O)NC23CC(C(CC2)(CC3)NC(COC=3C=NN(C(C3)=O)CC(F)(F)F)=O)O)C=C1)F 2-(4-chloro-3-fluorophenoxy)-N-[3-hydroxy-4-(2-{[6-oxo-1-(2,2,2-trifluoroethyl)-1,6-dihydropyridazin-4-yl]oxy}acetamido)bicyclo[2.2.2]octan-1-yl]acetamide